5-(1-methanesulfonyl-ethyl)-1-(2-trimethylsilylethoxymethyl)pyrazole-3-carboxylic acid CS(=O)(=O)C(C)C1=CC(=NN1COCC[Si](C)(C)C)C(=O)O